C1CCC2=C(C=CC=C12)C1=C(C=C2C(=N1)C(=NN2)C=2C=NN(C2)C2CN(C2)C(COC)=O)OC (3-(4-(5-(2,3-Dihydro-1H-inden-4-yl)-6-methoxy-1H-pyrazolo[4,3-b]pyridin-3-yl)-1H-pyrazol-1-yl)azetidin-1-yl)-2-methoxyethan-1-one